14-hydroxytetradecyl tetracos-15-enoate C(CCCCCCCCCCCCCC=CCCCCCCCC)(=O)OCCCCCCCCCCCCCCO